[N+](=O)([O-])C1=CC=C(CC2=NNC(=C2)N)C=C1 3-(4-nitrobenzyl)-1H-pyrazol-5-amine